N=1C=2N(C=C(C1)C(=O)O)C=CC2 pyrrolo[1,5-a]pyrimidine-3-carboxylic acid